OC1[C@H](O)C(CO1)(O)CO D-Apiofuranose